4-thiophenate S1C=CC(=C1)C(=O)[O-]